C(C)(=O)N1CCN(CC2=C1C(=NC(=N2)OC[C@H]2N(CCC2)C)N2C[C@@H](N(CC2)C=CC)CC#N)C2=CC=CC1=CC=CC(=C21)C ((S)-4-(5-acetyl-8-(8-methylnaphthalen-1-yl)-2-(((S)-1-methylpyrrolidin-2-yl)methoxy)-6,7,8,9-tetrahydro-5H-pyrimido[5,4-e][1,4]diazepin-4-yl)-1-propenylpiperazin-2-yl)acetonitrile